4-(1,3-bis(7-methoxy-4,9-dihydro-3H-pyrido[3,4-b]indol-1-yl)propan-2-yl)-2-bromo-6-methoxyphenol COC1=CC=C2C3=C(NC2=C1)C(=NCC3)CC(CC3=NCCC1=C3NC3=CC(=CC=C13)OC)C1=CC(=C(C(=C1)OC)O)Br